N-(4-(4-amino-3-(2,5-difluoro-4-((4-methylpyrimidin-2-yl)oxy)phenyl)-7-(1-methyl-1H-pyrazol-4-yl)thieno[3,2-c]pyridin-2-yl)-3-methylphenyl)methacrylamide NC1=NC=C(C2=C1C(=C(S2)C2=C(C=C(C=C2)NC(C(=C)C)=O)C)C2=C(C=C(C(=C2)F)OC2=NC=CC(=N2)C)F)C=2C=NN(C2)C